3-[1-(trifluoromethyl)cyclopropyl]propan-1-ol FC(C1(CC1)CCCO)(F)F